[Cl-].CC(C)CCCC(CCC(CCCCC(CCCCCCCCCCCCCCCCCC)CCCCCCCCCCCCCCCCCC)NCC[N+]1=C(N(C(=C1C)C)C)C)C 3-(2-((2,6-dimethyl-14-octadecyldotriacontan-9-yl)amino)ethyl)-1,2,4,5-tetramethyl-1H-imidazol-3-ium chloride